4-((4-(trifluoromethyl)phenyl)piperidin-1-yl)benzoic acid FC(C1=CC=C(C=C1)C1N(CCCC1)C1=CC=C(C(=O)O)C=C1)(F)F